N[C@H]1CC[C@H](CC1)OCCO 2-((CIs-4-aminocyclohexyl)oxy)ethan-1-ol